CC(=CCCC1=CC=2C(C3=CC=CC=C3C(C2C=C1)=O)=O)C 2-(4-methyl-3-pentenyl)anthraquinone